2-amino-deoxyadenosine chloromethyl-(S)-4-(2-((tert-butoxycarbonyl)amino)-3-methylbutanamido)butanoate ClC[C@H](C(=O)OC[C@@H]1[C@H](C[C@@H](O1)N1C=NC=2C(N)=NC(=NC12)N)O)CCNC(C(C(C)C)NC(=O)OC(C)(C)C)=O